C1=CC=C2N=CC3=CC=CC4=CC=C1C2=C34 thebenidine